O1C=NC=C1CNC(=O)NC1=CC=C(C=C1)S(=O)(=O)C1=CC=C(C)C=C1 1-Oxazol-5-ylmethyl-3-[4-(toluene-4-sulfonyl)-phenyl]-urea